3-(7-fluoro-1-methyl-4-oxo-pyrazolo[4,3-c]quinolin-5-yl)-N-(2-fluoro-4-tributylstannyl-phenyl)propanamide FC=1C=CC=2C3=C(C(N(C2C1)CCC(=O)NC1=C(C=C(C=C1)[Sn](CCCC)(CCCC)CCCC)F)=O)C=NN3C